ClC1=C(C(=C(C#N)C(=C1)OC1CC1)C1=C(C=NN1C)B1OC(C(O1)(C)C)(C)C)F 4-chloro-6-cyclopropoxy-3-fluoro-2-(1-methyl-4-(4,4,5,5-tetramethyl-1,3,2-dioxaborolan-2-yl)-1H-pyrazol-5-yl)benzonitrile